CC1(CCCC=2C=C(C=NC12)NC1=NC(=NC=C1)NC1=CC(=C(C=C1)OCCCN1CCCCC1)OC)C 4-(8,8-dimethyl-5,6,7,8-tetrahydro-3-quinolylamino)-2-[3-methoxy-4-(3-piperidinopropoxy)phenylamino]pyrimidine